N1(CCCC2=CC=CC=C12)CCS(=O)(=O)NC1=C(N=CS1)C(=O)O 5-{[2-(1,2,3,4-tetrahydroquinolin-1-yl)ethyl]sulfonylamino}-1,3-thiazole-4-carboxylic acid